2-phenyl-4-((1E,3E)-5-((E)-2-phenyl-4H-chromen-4-ylidene)penta-1,3-dien-1-yl)benzopyrylium tetrakis(perfluorophenyl)borate FC1=C(C(=C(C(=C1F)F)F)F)[B-](C1=C(C(=C(C(=C1F)F)F)F)F)(C1=C(C(=C(C(=C1F)F)F)F)F)C1=C(C(=C(C(=C1F)F)F)F)F.C1(=CC=CC=C1)C1=[O+]C2=C(C(=C1)\C=C\C=C\C=C\1/C=C(OC3=CC=CC=C13)C1=CC=CC=C1)C=CC=C2